{[1,1'-binaphthalene]-2,2'-diylbis(oxy[1,1'-biphenyl]-3',3-diyl)}dimethanol C1(=C(C=CC2=CC=CC=C12)OC=1C=C(C=CC1)C1=CC(=CC=C1)CO)C1=C(C=CC2=CC=CC=C12)OC=1C=C(C=CC1)C1=CC(=CC=C1)CO